HEXYL FORMATE C(=O)OCCCCCC